CC(C)(C)C1=C(C=C(C(=C1)C(C)(C)C)O)NC(=O)C1=CNC2=CC=CC=C2C1=O N-[2,4-bis(1,1-dimethylethyl)-5-hydroxyphenyl]-1,4-dihydro-4-oxoquinolin-3-carboxamide